4-((4-Chloro-5-(trifluoromethyl)pyrimidin-2-yl)amino)benzoic acid benzyl ester C(C1=CC=CC=C1)OC(C1=CC=C(C=C1)NC1=NC=C(C(=N1)Cl)C(F)(F)F)=O